1-(5-((4-(2-chlorothieno[3,2-d]pyrimidin-4-yl)piperazin-1-yl)methyl)-1-oxoisoindolin-2-yl)dihydropyrimidin-2,4(1H,3H)-dione ClC=1N=C(C2=C(N1)C=CS2)N2CCN(CC2)CC=2C=C1CN(C(C1=CC2)=O)N2C(NC(CC2)=O)=O